CC1CC2C(CC1C(=O)OCCOCCOC(=O)C1CC3C(CC1C)O3)O2 diethylene glycol bis(3,4-epoxy-6-methylcyclohexane-carboxylate)